[N+](=O)([O-])[O-].[N+](=O)([O-])[O-].[Co+2] The molecule is a cobalt salt in which the cobalt metal is in the +2 oxidation state and the counter-anion is nitrate. It is an inorganic nitrate salt and a cobalt salt. It contains a cobalt(2+).